5-bromo-2-(2-((tert-butyldimethylsilyl)oxy)ethyl)-1H-indole BrC=1C=C2C=C(NC2=CC1)CCO[Si](C)(C)C(C)(C)C